P(=O)(O)([O-])[O-].[K+].[K+] di-Potassium hydrogenphosphate